N-(1,1-dioxothien-3-yl)-2-methoxy-benzenesulfonamide O=S1(C=C(C=C1)NS(=O)(=O)C1=C(C=CC=C1)OC)=O